N-[(6-Amino-2-pyridyl)sulfonyl]-6-(6-isopropyl-3-pyridyl)-2-(2,2,4-trimethylpyrrolidin-1-yl)pyridin-3-carboxamid NC1=CC=CC(=N1)S(=O)(=O)NC(=O)C=1C(=NC(=CC1)C=1C=NC(=CC1)C(C)C)N1C(CC(C1)C)(C)C